F[B-](F)(F)F.NC1=CC=C(C=C1)[N+]#N para-anilinediazonium tetrafluoroborate